tert-butyl (12aR)-9-bromo-10-chloro-7-fluoro-6-oxo-3,4,12,12a-tetrahydro-6H-pyrazino[2,1-c][1,4]benzoxazepine-2(1H)-carboxylate BrC1=C(C2=C(C(N3[C@@H](CO2)CN(CC3)C(=O)OC(C)(C)C)=O)C(=C1)F)Cl